(2S)-1-(2-Ethylphenoxy)-3-{[(1S)-1,2,3,4-tetrahydronaphthalen-1-yl]amino}propan-2-ol C(C)C1=C(OC[C@H](CN[C@H]2CCCC3=CC=CC=C23)O)C=CC=C1